2-(1-naphthyl)-4-phenyl-6-[3-(4,4,5,5-tetramethyl-1,3,2-dioxaborolan-2-yl)phenyl]-1,3,5-triazine C1(=CC=CC2=CC=CC=C12)C1=NC(=NC(=N1)C1=CC=CC=C1)C1=CC(=CC=C1)B1OC(C(O1)(C)C)(C)C